BrC1=C(C=C(C=C1F)CC#N)F 2-(4-bromo-3,5-difluoro-phenyl)acetonitrile